N1=CC(=CC=C1)N1CCN(CC1)C=1SC(=CN1)C(=O)N 2-[4-(3-pyridinyl)piperazin-1-yl]Thiazole-5-carboxamide